1,3-METHYLENECYCLOBUTANECARBOXYLIC ACID C1C2(CC1C2)C(=O)O